NCC=1C=C(C=CC1)C=1C=C(C2=C(C(=CO2)COC2=C(C=CC=C2)CC(=O)O)C1)CN(C)CC1CC1 2-(2-((5-(3-(aminomethyl)phenyl)-7-(((cyclopropylmethyl)(methyl)amino)methyl)benzofuran-3-yl)methoxy)phenyl)acetic acid